C12CSCC(CC1)N2C2=C(C=C(N)C=C2F)F 4-(3-thia-8-aza-bicyclo[3.2.1]oct-8-yl)-3,5-difluoroaniline